FC1=CC=C(C=C1)C1=CC(N(N=C1C)CC1=C(C(=CC=C1C)OC)C)=O 5-(4-fluorophenyl)-2-(3-methoxy-2,6-dimethylbenzyl)-6-methylpyridazin-3(2H)-one